C(C)(C)(C)OC(=O)N1CCN(CC1)CCNC(=O)C=1N=C(OC1C1=C(C=CC=C1)[N+](=O)[O-])C1=CC(=CC(=C1)F)F 4-(2-(2-(3,5-difluorophenyl)-5-(2-nitrophenyl)Oxazole-4-carboxamido)ethyl)piperazine-1-carboxylic acid tert-butyl ester